N-(4-(2-((4-(1'-(3-((2,6-dioxopiperidin-3-yl)amino)benzoyl)-[1,4'-bipiperidin]-4-yl)phenyl)amino)pyrimidin-4-yl)-2-methylbenzyl)-3-isopropoxyazetidine-1-carboxamide O=C1NC(CCC1NC=1C=C(C(=O)N2CCC(CC2)N2CCC(CC2)C2=CC=C(C=C2)NC2=NC=CC(=N2)C2=CC(=C(CNC(=O)N3CC(C3)OC(C)C)C=C2)C)C=CC1)=O